5-(2-((3R or S)-3-(2-(5-fluorothiophen-2-yl)ethyl)-3-(isochroman-1-yl)pyrrolidin-1-yl)propan-2-yl)-2-methylpyridine FC1=CC=C(S1)CC[C@@]1(CN(CC1)C(C)(C)C=1C=CC(=NC1)C)C1OCCC2=CC=CC=C12 |o1:8|